C1(=CC=CC=C1)C1=CC=CC=2NC3=CC=C(C=C3C12)C1N=CN=CN1C1=CC=CC=2OC3=C(C21)C(=CC=C3)C3=CC=CC=C3 4-phenyl-6-(9-phenyl-3-dibenzofuranyl-1,3,5-triazin-2-yl)-9H-carbazole